C(C)S(=O)(=O)N1CCNCC1 1-(ethylsulfonyl)piperazine